9,9'-(4-(3,6-diphenyl-9H-carbazol-9-yl)-2,6-bis(2,6-diphenylpyrimidin-4-yl)-1,3-phenylene)bis(3,6-dimethyl-9H-carbazole) C1(=CC=CC=C1)C=1C=CC=2N(C3=CC=C(C=C3C2C1)C1=CC=CC=C1)C1=C(C(=C(C(=C1)C1=NC(=NC(=C1)C1=CC=CC=C1)C1=CC=CC=C1)N1C2=CC=C(C=C2C=2C=C(C=CC12)C)C)C1=NC(=NC(=C1)C1=CC=CC=C1)C1=CC=CC=C1)N1C2=CC=C(C=C2C=2C=C(C=CC12)C)C